3-bromo-5-tert-butylbenzo[b]thiophene-2,4,6,7-d4 BrC=1C2=C(SC1[2H])C(=C(C(=C2[2H])C(C)(C)C)[2H])[2H]